N-(6-((1H-pyrazol-1-yl)methyl)-4-methoxybenzo[d]isoxazol-3-yl)-6-(difluoromethyl)-2,4-dimethoxypyridine-3-sulfonamide N1(N=CC=C1)CC1=CC2=C(C(=NO2)NS(=O)(=O)C=2C(=NC(=CC2OC)C(F)F)OC)C(=C1)OC